CN(C([C@H](CSCC(=O)O)N(C)C(=O)OCC1C2=CC=CC=C2C=2C=CC=CC12)=O)C 2-[(2R)-3-(dimethyl-amino)-2-[9H-fluoren-9-ylmethoxycarbonyl(methyl)amino]-3-oxo-propyl]sulfanyl-acetic acid